(10-([1,1':3',1''-terphenyl]-5'-yl)anthracen-9-yl)boronic acid C1(=CC=CC=C1)C1=CC(=CC(=C1)C1=C2C=CC=CC2=C(C2=CC=CC=C12)B(O)O)C1=CC=CC=C1